3-bromodibenzo[4,5:6,7]cyclohepta[1,2,3-de]naphthalene BrC=1C=CC2=C3C(=CC=CC13)C1=C(C3=C2C=CC=C3)C=CC=C1